The molecule is a pyridine nucleotide having 3,5-dicarboxypyridine as the nucleobase. It is a pyridine nucleotide and a nucleoside 5'-monophosphate. It derives from a nicotinic acid D-ribonucleotide. It is a conjugate acid of a pyridinium-3,5-biscarboxylate mononucleotide(3-). C1=C(C=[N+](C=C1C(=O)O)[C@H]2[C@@H]([C@@H]([C@H](O2)COP(=O)(O)O)O)O)C(=O)O